2,2,7-trifluoro-6-(2,3,4,6-tetrafluoro-5-(2-hydroxyethyl)phenyl)-2H-benzo[b][1,4]oxazin-3(4H)-one FC1(C(NC2=C(O1)C=C(C(=C2)C2=C(C(=C(C(=C2F)CCO)F)F)F)F)=O)F